C1(=CC=CC2=CC=CC=C12)S(=O)(=O)O.C(C)C=1C=C(C(=O)NC=2C=C3C=4CC(CCC4NC3=CC2)NCCC)C=CC1 6-(3-ethylbenzoyl)amino-3-(propyl)amino-1,2,3,4-tetrahydro-9H-carbazole naphthalene-1-sulfonate